CS(=O)(=O)C1=NC(=CC(=N1)N1C(C=CC=C1)=O)C=1SC=CC1 1-(2-(methylsulfonyl)-6-(thiophen-2-yl)pyrimidin-4-yl)pyridin-2(1H)-one